FC1=C(OCCCC2=C(N=CS2)C(=O)O)C=CC(=C1)C#CCN1CC(CCC1)O 5-[3-[2-fluoro-4-[3-(3-hydroxy-1-piperidinyl)prop-1-ynyl]phenoxy]propyl]thiazole-4-carboxylic acid